3-{3-[(1S)-1-amino-2,3-dihydro-1H-inden-5-yl]-5-(pyrrolidin-1-yl)imidazo[4,5-b]pyridin-2-yl}pyridin-2-amine N[C@H]1CCC2=CC(=CC=C12)N1C(=NC=2C1=NC(=CC2)N2CCCC2)C=2C(=NC=CC2)N